1-(2-((5-benzyl-4,5-dihydro-1H-imidazol-2-yl)thio)ethyl)azepane dihydrochloride Cl.Cl.C(C1=CC=CC=C1)C1CN=C(N1)SCCN1CCCCCC1